BrC=1C=C2C(=C(N1)Br)OCC2(C(=O)O)C 5,7-dibromo-3-methyl-2,3-dihydrofuro[2,3-c]pyridine-3-carboxylic acid